BrC=1C=CC(=C(C1)N(O)CC1CC1)OC(F)F (5-bromo-2-(difluoromethoxy)phenyl)-N-(cyclopropylmethyl)hydroxylamine